C(C1=CC=CC=C1)OC1=C(C=C(C(=O)NCN2CCC(CC2)C)C=C1OC)OC 4-(benzyloxy)-3,5-dimethoxy-N-[(4-methylpiperidin-1-yl)methyl]benzamide